ClC1=CC(=C(C=N1)C#CC1OCC1O)F ((6-chloro-4-fluoropyridin-3-yl)ethynyl)oxetan-3-ol